BrC1=CN=CC(=N1)NC(CN(C(CN1N=C(C2=CC=CC=C12)C(=O)N)=O)C1CC1)=O 1-(2-((2-((6-bromopyrazin-2-yl)amino)-2-oxoethyl)(cyclopropyl)amino)-2-oxoethyl)-1H-indazole-3-carboxamide